CC1=C(C(=C(C(=C1F)F)COC(=O)C2C(C2(C)C)/C=C(/C(F)(F)F)\\Cl)F)F The molecule is a cyclopropanecarboxylate ester resulting from the formal condensation of the carboxy group of 3-[(1Z)-2-chloro-3,3,3-trifluoroprop-1-en-1-yl]-2,2-dimethylcyclopropanecarboxylic acid with the hydroxy group of 2,3,5,6-tetrafluoro-4-methylbenzyl alcohol. It is a cyclopropanecarboxylate ester, an organofluorine compound and an organochlorine compound.